(S)-(6-((2-amino-2,4-dimethylpentyl)oxy)-4-methyl-[3,4'-bipyridin]-2'-yl)carbamic acid methyl ester COC(NC1=NC=CC(=C1)C=1C=NC(=CC1C)OC[C@@](CC(C)C)(C)N)=O